N-(1-methylcyclopropyl)-2-[2-(trifluoromethyl)pyridin-4-yl]pyrido[3,4-d]pyrimidin-4-amine CC1(CC1)NC=1C2=C(N=C(N1)C1=CC(=NC=C1)C(F)(F)F)C=NC=C2